tert-butyl (2R,3S,4S)-4-[(tert-butoxycarbonyl)oxy]-2-[(4-methoxyphenyl)methyl]-3-(thiolane-2-carbonyloxy)pyrrolidine-1-carboxylate C(C)(C)(C)OC(=O)O[C@@H]1[C@H]([C@H](N(C1)C(=O)OC(C)(C)C)CC1=CC=C(C=C1)OC)OC(=O)C1SCCC1